N-(2-chlorobenzyl)-2-(3-(2-fluoro-4-methoxyphenyl)-6-oxopyridazin-1(6H)-yl)acetamide ClC1=C(CNC(CN2N=C(C=CC2=O)C2=C(C=C(C=C2)OC)F)=O)C=CC=C1